1-Benzyl-4-bromo-pyrazol-3-amine C(C1=CC=CC=C1)N1N=C(C(=C1)Br)N